8-methyl-6-(1-oxetan-3-yl-piperidin-4-ylmethoxy)-2-thieno[2,3-c]pyridin-5-yl-3H-quinazolin-4-one CC=1C=C(C=C2C(NC(=NC12)C=1C=C2C(=CN1)SC=C2)=O)OCC2CCN(CC2)C2COC2